2-methyl-6-phenyl-phenol CC1=C(C(=CC=C1)C1=CC=CC=C1)O